N-(8-phenyloctyl)propionamide C1(=CC=CC=C1)CCCCCCCCNC(CC)=O